N-[2-fluoro-5-[2-(2-hydroxyethoxy)-6-(morpholin-4-yl)pyridin-4-yl]-4-methylphenyl]-7-(trifluoromethyl)-2-azabicyclo[4.1.0]heptane-2-carboxamide FC1=C(C=C(C(=C1)C)C1=CC(=NC(=C1)N1CCOCC1)OCCO)NC(=O)N1C2C(C2CCC1)C(F)(F)F